3,3-Difluorocyclopentanecarboxylic acid [(Z)-[amino (p-tolyl) methylene] amino] ester N\C(\C1=CC=C(C=C1)C)=N/OC(=O)C1CC(CC1)(F)F